8-[(2S,SR)-4-{[2-chloro-6-(trifluoromethyl)pyridin-3-yl]methyl}-2,5-dimethylpiperazin-1-yl]-5-methyl-6-oxo-5,6-dihydro-1,5-naphthyridine-2-carbonitrile ClC1=NC(=CC=C1CN1C[C@@H](N(C[C@@H]1C)C1=CC(N(C=2C=CC(=NC12)C#N)C)=O)C)C(F)(F)F |&1:13|